COC1=C(OCCN2CCN(CC2)C(=O)OC(C)(C)C)C(=CC(=C1)CCC(N1C(CCCC1)=O)=O)OC tert-butyl 4-(2-(2,6-dimethoxy-4-(3-oxo-3-(2-oxopiperidin-1-yl)propyl)phenoxy)ethyl)piperazine-1-carboxylate